tert-butyl 3-[(4-bromophenyl)-methylsulfanylcarbothioyloxy-methyl]-3-fluoro-pyrrolidine-1-carboxylate BrC1=CC=C(C=C1)C(C1(CN(CC1)C(=O)OC(C)(C)C)F)OC(=S)SC